Cl.Cl.NC1=C(C=C(C=C1)C1=CC(=C(C=C1)N)CC)CC 4,4'-diamino-3,3'-diethylbiphenyl dihydrochloride